N-((R)-1-(3-(difluoromethyl)-2-fluorophenyl)ethyl)-1-(1-(difluoromethyl)cyclopropyl)-4-((((R)-1-methylpyrrolidin-2-yl)methyl)amino)-6-oxo-1,6-dihydropyridine-3-carboxamide FC(C=1C(=C(C=CC1)[C@@H](C)NC(=O)C1=CN(C(C=C1NC[C@@H]1N(CCC1)C)=O)C1(CC1)C(F)F)F)F